(1S)-1-(5-chloro-6-fluoro-1H-1,3-benzodiazol-2-yl)ethane-1-amine hydrochloride Cl.ClC1=CC2=C(NC(=N2)[C@H](C)N)C=C1F